1-(2-phenoxypyridin-4-yl)cyclopropanecarbonitrile O(C1=CC=CC=C1)C1=NC=CC(=C1)C1(CC1)C#N